ClC1=CC(=C(C=N1)C1=CC=C(C(=O)N2CCN(CC2)C(=O)OC(C)(C)C)C=C1)N1C[C@H](CCC1)NC(=O)OC(C)(C)C tert-butyl 4-[4-[6-chloro-4-[(3S)-3-(tert-butoxycarbonylamino)-1-piperidyl]-3-pyridyl]benzoyl]piperazin-1-carboxylate